F[C@H]1[C@@H]([C@]2(CN([C@@]1(C2)C)C)C)N(C2=CC=C(N=N2)C2=C(C=C(C=C2)C2=CC(N(C=C2)C)=O)O)C 4-(4-(6-(((1R,4R,5R,6S)-6-fluoro-1,2,4-trimethyl-2-azabicyclo[2.2.1]heptan-5-yl)(methyl)amino)pyridazin-3-yl)-3-hydroxyphenyl)-1-methylpyridin-2(1H)-one